FC=1C=C(C=CC1F)N1C(N(C(C[C@H]1C1=NC2=C(N1[C@@H]1CC[C@H](CC1)OC)C=CC(=C2)C=2C(=NOC2C)C)=O)C)=O (S)-1-(3,4-difluorophenyl)-6-(5-(3,5-dimethylisoxazol-4-yl)-1-((trans)-4-methoxycyclohexyl)-1H-benzo[d]imidazol-2-yl)-3-methyldihydropyrimidine-2,4(1H,3H)-dione